C(C)(C)(C)OC(=O)N1[C@H](CN([C@@H](C1)C)C(C(CO)(F)F)C1=CC=C(C=C1)F)C (2s,5r)-4-(2,2-difluoro-1-(4-fluorophenyl)-3-hydroxypropyl)-2,5-dimethylpiperazine-1-carboxylic acid tert-butyl ester